ClC1=C(C(=CC=C1)Cl)N1N=C(C(=C1)NC1=CC=C(C=C1)N1N=C(N=C1CC)C(F)(F)F)C(=O)N 1-(2,6-dichlorophenyl)-4-((4-(5-ethyl-3-(trifluoromethyl)-1H-1,2,4-triazol-1-yl)phenyl)amino)-1H-pyrazole-3-carboxamide